2,2'-methylenebis(6-tert-butyl-4-ethyl-phenol) C(C1=C(C(=CC(=C1)CC)C(C)(C)C)O)C1=C(C(=CC(=C1)CC)C(C)(C)C)O